6,6a,7,8,9,10-hexahydro-5H-pyrazino[1,2-a]pyrido[3,2-e]pyrazine-3-carbonitrile N1=CC(=CC=2NCC3N(C21)CCNC3)C#N